1,4,5,6-tetrahydropyrimidine-2-amine N1C(=NCCC1)N